C1(=C(C(=CC(=C1)C)C)N1CSC=C1)C N-mesityl-thiazole